C(CCC)C(C(=O)O)C1=CC=C(C=C1)O butyl-4-hydroxyphenylacetic acid